7-Bromo-6-methyl-3,4-dihydro-1H-isoquinoline-2-carboxylic acid tert-butyl ester C(C)(C)(C)OC(=O)N1CC2=CC(=C(C=C2CC1)C)Br